N-(3-fluoro-5-(methylsulfonamido)phenyl)-5-methyl-1H-pyrazole-3-carboxamide FC=1C=C(C=C(C1)NS(=O)(=O)C)NC(=O)C1=NNC(=C1)C